N1CCNCCNCCNCC1.[Gd+3] Gadolinium (III) 1,4,7,10-tetraazacyclododecane